CN1CC(CCC1)C1=NOCC(O1)CN1CCCCC1 rac-3-(1-methylpiperidin-3-yl)-5-(piperidin-1-ylmethyl)-5,6-dihydro-1,4,2-dioxazine